ClC=1C=C2C(C(=C(NC2=CC1OC)C)C1=CC=C(C=C1)C1=CC=C(C=C1)[N+](=O)[O-])=O 6-Chloro-7-methoxy-2-methyl-3-(4'-nitro-[1,1'-biphenyl]-4-yl)quinolin-4(1H)-one